[(4s,5r)-5-ethyl-4-methyl-1-cyclopenten-1-yl](trimethyl)silane C(C)[C@@H]1[C@H](CC=C1[Si](C)(C)C)C